2,4-diethylocta-2,6-dienal C(C)C(C=O)=CC(CC=CC)CC